1-methyltetrazole CN1N=NN=C1